ClC=1C=C(C=2N(N1)C(=NN2)C(C)C)NC2=NC=NC=C2 6-chloro-3-isopropyl-N-(pyrimidin-4-yl)-[1,2,4]triazolo[4,3-b]pyridazin-8-amine